(E)-1,4-diphenyl-1-penten-3-one C1(=CC=CC=C1)\C=C\C(C(C)C1=CC=CC=C1)=O